1-[2-(1-piperidyl)-4-pyridyl]-N-(2-thienylmethyl)methanamin N1(CCCCC1)C1=NC=CC(=C1)CNCC=1SC=CC1